(2S,3R)-5-(1-Ethyl-1H-1,2,3-triazol-4-yl)-3-(3-((2-((4-ethylpiperidin-1-yl)methyl)-1H-imidazol-1-yl)methyl)-4-methylphenyl)-2-methylpentanoic acid, Trifluoroacetic acid salt FC(C(=O)O)(F)F.C(C)N1N=NC(=C1)CC[C@H]([C@@H](C(=O)O)C)C1=CC(=C(C=C1)C)CN1C(=NC=C1)CN1CCC(CC1)CC